5-chloro-7-nitro-4-(6-azaspiro[2.5]octane-6-yl)quinolin-8-ol manganese (II) bis-phenylacetate C1(=CC=CC=C1)C(C(=O)[O-])C1=CC=CC=C1.[Mn+2].ClC1=C2C(=CC=NC2=C(C(=C1)[N+](=O)[O-])O)N1CCC2(CC2)CC1.C1(=CC=CC=C1)C(C(=O)[O-])C1=CC=CC=C1